N1(C=NC=C1)C1=CC(=CC(=N1)C(=O)NC=1C=NC=CC1)C(F)(F)F 6-(1H-imidazol-1-yl)-N-(pyridin-3-yl)-4-(trifluoromethyl)pyridinecarboxamide